C1(CC1)OC1=CC=C2C=C(C=C(C2=C1)CC1(CC1)NC(C)=O)F N-(1-((7-cyclopropyloxy-3-fluoronaphthalen-1-yl)methyl)cyclopropyl)acetamide